NC1(CC(C(=O)O)=CC=C1)C 3-amino-3-methyl-Benzoic acid